4-((1S,2S)-2-(difluoromethyl)cyclopropyl)pyrrolo[1,2-b]pyridazin-2-yl trifluoromethanesulfonate FC(S(=O)(=O)OC=1C=C(C=2N(N1)C=CC2)[C@@H]2[C@H](C2)C(F)F)(F)F